N-(6-(2H-1,2,3-triazol-2-yl)-5-(trifluoromethyl)pyridin-3-yl)-2-chloro-4-(3-ethynylpyridin-4-yl)-5-fluorobenzamide N=1N(N=CC1)C1=C(C=C(C=N1)NC(C1=C(C=C(C(=C1)F)C1=C(C=NC=C1)C#C)Cl)=O)C(F)(F)F